ClC=1C=C(C=CC1N1C(N(C=C1)C)=O)C1=C(C(=CC(=C1)F)C=1C=NC(=C(C1)N1C[C@](CC1)(C)O)CC)O (R)-1-(3-Chloro-3'-(6-ethyl-5-(3-hydroxy-3-methylpyrrolidin-1-yl)pyridin-3-yl)-5'-fluoro-2'-hydroxy-[1,1'-biphenyl]-4-yl)-3-methyl-1H-imidazol-2(3H)-one